4-(2,6-Bis(benzyloxy)-4-propylphenyl)-1-ethyl-5,6-dimethylindolin-2-one C(C1=CC=CC=C1)OC1=C(C(=CC(=C1)CCC)OCC1=CC=CC=C1)C1=C2CC(N(C2=CC(=C1C)C)CC)=O